(S)-N6-(2-(1-(2,3-Dichlorophenyl)piperidin-4-yl)ethyl)-N6-propyl-4,5,6,7-tetrahydrobenzo[d]thiazole-2,6-diamine ClC1=C(C=CC=C1Cl)N1CCC(CC1)CCN([C@@H]1CC2=C(N=C(S2)N)CC1)CCC